2-((3R,4S)-4-amino-3-fluoropiperidin-1-yl)-5-(7-chlorobenzo[d]thiazol-6-yl)-3-methyl-7-((2-(trimethylsilyl)ethoxy)methyl)-3,7-dihydro-4H-pyrrolo[2,3-d]pyrimidin-4-one N[C@@H]1[C@@H](CN(CC1)C=1N(C(C2=C(N1)N(C=C2C2=C(C1=C(N=CS1)C=C2)Cl)COCC[Si](C)(C)C)=O)C)F